tert-Butyl (S)-(3-(6-bromo-4-oxoquinazolin-3(4H)-yl)-1-(hexylamino)-1-oxopropan-2-yl)carbamate BrC=1C=C2C(N(C=NC2=CC1)C[C@@H](C(=O)NCCCCCC)NC(OC(C)(C)C)=O)=O